OC1=CC=C(C=C1)C1=CC=C(C=C1)N1C(N(C(C1(C)C)=O)C1=CC(=C(C#N)C=C1)C(F)(F)F)=S 4-(3-(4'-hydroxybiphenyl-4-yl)-4,4-dimethyl-5-oxo-2-thioxoimidazolidin-1-yl)-2-(trifluoromethyl)benzonitrile